CC=1C(=CC=C2C(=CNC12)SC)C(=O)OC Methyl 7-methyl-3-(methylthio)-1H-indole-6-carboxylate